ClC1=CC=C(OCC(=O)NC2C3CN(C(C2)C3)C(COC3=CC=C(C=C3)Cl)=O)C=C1 2-(4-chlorophenoxy)-N-(2-(2-(4-chlorophenoxy)acetyl)-2-azabicyclo[2.2.1]heptan-5-yl)acetamide